N-(4-chlorophenyl)-7-(5-methyl-2-(1H-tetrazol-5-yl)phenyl)-5-phenyl-2,3,4,5-tetrahydrobenzo[b]oxepin-9-amine ClC1=CC=C(C=C1)NC1=CC(=CC2=C1OCCCC2C2=CC=CC=C2)C2=C(C=CC(=C2)C)C2=NN=NN2